6-(tert-butyl) 3-ethyl 2-amino-4,7-dihydrothieno[2,3-c]pyridine-3,6(5H)-dicarboxylate NC1=C(C2=C(CN(CC2)C(=O)OC(C)(C)C)S1)C(=O)OCC